CC1C2(O1)CCC1C(CCCC1(C2)C)(C)C 3',4,4,8a-Tetramethylspiro[2,3,4a,5,6,8-hexahydro-1H-naphthalene-7,2'-oxirane]